Tripentyl-phosphin C(CCCC)P(CCCCC)CCCCC